CC1C(O)(C(=CC(=C1C)O)C)C1=CC=CC=C1C(=O)[O-] 2,3,6-trimethylhydroquinone-1-benzoate